(S)-N-(2,4-dichlorobenzyl)-3-chloro-N-(1-(pyridin-3-yl)ethyl)benzamide ClC1=C(CN(C(C2=CC(=CC=C2)Cl)=O)[C@@H](C)C=2C=NC=CC2)C=CC(=C1)Cl